ClC1=C(NC2=NSC=3C2=NC(=C(N3)C=NCCO)OC)C=CC=C1C1=CC=CC=C1 2-((3-(2-chloro-3-phenylanilino)-5-methoxyisothiazolo[4,5-b]pyrazin-6-ylmethylene)amino)ethanol